1-oxaspiro[5.5]undecan-4-amine O1CCC(CC12CCCCC2)N